((2,4-dioxo-1,3-diazaspiro[4.4]nonane-6-yl)methyl)-4-(4-fluorophenyl)piperazine-1-sulfonamide O=C1NC2(C(N1)=O)C(CCC2)CC2N(CCN(C2)C2=CC=C(C=C2)F)S(=O)(=O)N